Methyl 6-(Cyanomethoxy)Benzofuran-3-Carboxylate C(#N)COC1=CC2=C(C(=CO2)C(=O)OC)C=C1